7-(hydroxymethyl)-5-(4-(hydroxymethyl)piperazin-1-yl)-2,3-dihydro-1,4-benzodioxine OCC=1C=C(C2=C(OCCO2)C1)N1CCN(CC1)CO